C1(=CC=CC=C1)[C@H]1CN(CC12CN(C2)C(C=C)=O)C(C2=CC=C(C=C2)OCC#C)=O (R)-1-(8-Phenyl-6-(4-(prop-2-yn-1-yloxy)benzoyl)-2,6-diazaspiro[3.4]octan-2-yl)prop-2-en-1-one